N-(pyridin-4-yl)-6-(5-(trifluoromethyl)-1,2,4-oxadiazol-3-yl)imidazo[1,2-a]pyridine-2-carboxamide N1=CC=C(C=C1)NC(=O)C=1N=C2N(C=C(C=C2)C2=NOC(=N2)C(F)(F)F)C1